CC=1C(N2[C@H]([C@H](CCC2=CC1)NS(=O)(=O)CC)COC1CCC(CC1)C#CC)=O |r| rac-N-[(3S,4R)-7-methyl-6-oxo-4-({[(1s,4S)-4-(prop-1-yn-1-yl)cyclohexyl]oxy}methyl)-1,3,4,6-tetrahydro-2H-quinolizin-3-yl]ethanesulfonamide